C(#N)C[C@@H]1N(CCN(C1)C=1C2=C(N=C(N1)OC[C@H]1CN(CC1)C)CN(CC2)C2=CC(=CC1=CC=CC=C21)O)C(=O)OC(C)(C)C tert-butyl (2S)-2-(cyanomethyl)-4-[7-(3-hydroxy-1-naphthyl)-2-[[(3R)-1-methylpyrrolidin-3-yl]methoxy]-6,8-dihydro-5H-pyrido[3,4-d]pyrimidin-4-yl]piperazine-1-carboxylate